(3S,4S)-3,4-dihydroxy-4-(2-chlorophenyl)butyl pivalate C(C(C)(C)C)(=O)OCC[C@@H]([C@H](C1=C(C=CC=C1)Cl)O)O